NC1=NC=NN2C1=C(C=C2C2CCOCC2)C2=C(C=C(C=C2)NC(=O)C=2C(N(C=CC2)C2=CC=C(C=C2)F)=O)F N-{4-[4-amino-7-(tetrahydro-2H-pyran-4-yl)pyrrolo[2,1-f][1,2,4]triazin-5-yl]-3-fluorophenyl}-1-(4-fluorophenyl)-2-oxo-1,2-dihydropyridine-3-carboxamide